C(C)(C)(C)OC(=O)\N=C/1\N(C(CC(N1)(CC)CC)=O)C1CCCC=2C=CC(=CC12)C(=O)OC methyl (E)-8-(2-((tert-butoxycarbonyl)imino)-4,4-diethyl-6-oxotetrahydropyrimidin-1(2H)-yl)-5,6,7,8-tetrahydronaphthalene-2-carboxylate